1-(4-(3-(4-(trifluoromethyl)benzyl)pyrazin-2-yl)piperazin-1-yl)prop-2-en-1-one FC(C1=CC=C(CC=2C(=NC=CN2)N2CCN(CC2)C(C=C)=O)C=C1)(F)F